9-[5-(2,8-dimethylimidazo[1,2-a]pyridin-6-yl)-6-isopropyl-2-pyridinyl]-4-oxa-1,9-diazaspiro[5.5]undecane CC=1N=C2N(C=C(C=C2C)C=2C=CC(=NC2C(C)C)N2CCC3(COCCN3)CC2)C1